C[Si](Cl)(C(C)(C)CCC)C dimethyl-tertiary hexyl-chlorosilane